COC(=O)C1=CC=NC2=CC=C(C=C12)N1[C@@H](CCC1)C(F)(F)F.COC=1C=C(C=C(C1OC1=CC=C(C=C1)N)OC)C1(C2=CC=CC=C2C=2C=CC=CC12)C1=CC(=C(C(=C1)OC)OC1=CC=C(C=C1)N)OC 9,9-bis(3,5-dimethoxy-4-(4-aminophenoxy)phenyl)fluorene methyl-(S)-6-(2-(trifluoromethyl)pyrrolidin-1-yl)quinoline-4-carboxylate